3-(2-phenylethynyl)-2-(pyridin-4-yl)benzoic acid trifluoroacetic acid salt FC(C(=O)O)(F)F.C1(=CC=CC=C1)C#CC=1C(=C(C(=O)O)C=CC1)C1=CC=NC=C1